lithium vinylphosphonate boron trifluoride B(F)(F)F.C(=C)P([O-])([O-])=O.[Li+].[Li+]